C(C)(C)(C)C1=NN(C=C1)C1=C(C(=O)O)C=C(C=C1)NC(=O)C1(CC1)C1=C(C=C(C=C1)C(F)(F)F)F 2-(3-tert-Butyl-1H-pyrazol-1-yl)-5-[({1-[2-fluoro-4-(trifluoromethyl)phenyl]cyclopropyl}carbonyl)amino]benzoic acid